quinic acid O[C@@H]1C[C@@](O)(C[C@@H](O)[C@H]1O)C(O)=O